CP(C1=C(C=CC=C1)NC=1C2=C(N=C(N1)NC=1C=CC3=C(OC[C@@H]4N3CCN(C4)C4CCN(CC4)C)C1)NC=C2)(C)=O (R)-dimethyl-(2-((2-((3-(1-methylpiperidin-4-yl)-1,2,3,4,4a,5-hexahydrobenzo[b]pyrazino[1,2-d][1,4]oxazin-8-yl)amino)-7H-pyrrolo[2,3-d]pyrimidin-4-yl)amino)phenyl)phosphine oxide